4-Fluoro-N-(4-(4-fluorophenyl)thiazol-2-yl)-2-(4-(trifluoromethyl)benzamido)benzamide FC1=CC(=C(C(=O)NC=2SC=C(N2)C2=CC=C(C=C2)F)C=C1)NC(C1=CC=C(C=C1)C(F)(F)F)=O